(S)-N-(4-(2-(7,8-Dimethyl-[1,2,4]triazolo[1,5-a]pyridin-6-yl)-3-isopropyl-1H-indol-5-yl)cyclohexyl)-2-(methylamino)propanamid CC1=C(C=2N(C=C1C=1NC3=CC=C(C=C3C1C(C)C)C1CCC(CC1)NC([C@H](C)NC)=O)N=CN2)C